N1-(4-(5-(N-hydroxycarbamimidoyl)picolinamido)-3-methoxyphenyl)-N4-methylterephthalamide ONC(=N)C=1C=CC(=NC1)C(=O)NC1=C(C=C(C=C1)NC(C1=CC=C(C(=O)NC)C=C1)=O)OC